FC=1C=C(C=CC1)[C@H](CNC(C)(C)C1CCC(CC1)NC(C)=O)O N-[(1R,4r)-4-{1-[(R)-2-(m-fluorophenyl)-2-hydroxyethylamino]-1-methylethyl}cyclohexyl]acetamide